8-amino-N-(2-methoxyethyl)-N-methyl-5-(4-(1-(2-(4-methylpiperazin-1-yl)-2-oxoethyl)-1H-pyrazol-4-yl)phenyl)-1,7-naphthyridine-3-carboxamide NC=1N=CC(=C2C=C(C=NC12)C(=O)N(C)CCOC)C1=CC=C(C=C1)C=1C=NN(C1)CC(=O)N1CCN(CC1)C